(R)-4-(benzyloxy)-3-((1-(methyl-d3)pyrrolidin-2-yl)methyl)-1H-indole C(C1=CC=CC=C1)OC1=C2C(=CNC2=CC=C1)C[C@@H]1N(CCC1)C([2H])([2H])[2H]